5-(5-{(1S)-1-[3,5-bis(trifluoromethoxy)benzamido]ethyl}-3-methyl-1H-1,2,4-triazol-1-yl)pyrazine-2-carboxylic acid FC(OC=1C=C(C(=O)N[C@@H](C)C2=NC(=NN2C=2N=CC(=NC2)C(=O)O)C)C=C(C1)OC(F)(F)F)(F)F